isopentyl lactate (isopentyl lactate) C(CC(C)C)C(C(=O)O)(O)C.C(C(O)C)(=O)OCCC(C)C